tert-Butyl 3-[[2-[5-[(3-methyloxetan-3-yl) methoxy]benzimidazol-1-yl]-8-quinolyl]oxy]azetidine-1-carboxylate CC1(COC1)COC1=CC2=C(N(C=N2)C2=NC3=C(C=CC=C3C=C2)OC2CN(C2)C(=O)OC(C)(C)C)C=C1